N1(C=NCC1)CCC[Si]12OCCN(CCO1)CCO2 1-[3-(4,5-dihydro-1H-imidazol-1-yl)propyl]-2,8,9-trioxa-5-aza-1-silabicyclo[3.3.3]undecane